C(C)(C)(C)OC(=O)N1CC(C1)C(O)C=1C(=NC=CC1I)F 3-((2-fluoro-4-iodopyridin-3-yl)(hydroxy)methyl)azetidine-1-carboxylic acid tert-butyl ester